5-Methyl-isoindoline-2,5-dicarboxylic acid tert-butyl ester C(C)(C)(C)OC(=O)N1CC=2C=CC(CC2C1)(C(=O)O)C